2-(3-Oxa-6-azabicyclo[3.1.1]heptan-6-yl)-N-(4-((3,3-difluoro-1-methylcyclobutyl)carbamoyl)-6-methoxypyridin-3-yl)-6-methoxybenzo[d]thiazole-7-carboxamide C12COCC(N1C=1SC3=C(N1)C=CC(=C3C(=O)NC=3C=NC(=CC3C(NC3(CC(C3)(F)F)C)=O)OC)OC)C2